ONC(=O)[C@H]1[C@@H]2CC[C@H](CN1S(=O)(=O)N1CCC(CC1)OC1=CC(=NC=C1)C(F)(F)F)N2C(=O)OCCOC 2-methoxyethyl (1S,2R,5R)-2-(hydroxycarbamoyl)-3-((4-((2-(trifluoromethyl)pyridin-4-yl)oxy)piperidin-1-yl)sulfonyl)-3,8-diazabicyclo[3.2.1]octane-8-carboxylate